BrC1=CC=C(C(=N1)C=O)F 6-bromo-3-fluoropyridine-2-carbaldehyde